C(C)OC(=O)C=1OC2=C(C1C)C=C(C=C2)S(NC2=CC=CC1=CC=CC=C21)(=O)=O 3-methyl-5-(N-(naphthalen-1-yl)sulfamoyl)benzofuran-2-carboxylic acid ethyl ester